O=C(CC1=CC=C(C=C1)NC(OCCCC)=O)NC1=CC(=CC=C1)C(=O)N1CCC(CC1)CCCCNC(\C=C\C=1C=NC=CC1)=O butyl (E)-(4-(2-oxo-2-((3-(4-(4-(3-(pyridin-3-yl)acrylamido)butyl)piperidine-1-carbonyl)phenyl)amino)ethyl)phenyl)carbamate